CCC(C)(C)C tetramethylethane